NC1=NC=C(C=2N=C(N=CC21)NC2COC2)C=2C(=C(C=CC2)O)F (5-amino-2-(oxetan-3-ylamino)pyrido[4,3-d]pyrimidin-8-yl)-2-fluorophenol